(R)-2-methyl-N-(pyridin-4-ylmethylene)propan-2-sulfinamide CC(C)(C)[S@@](=O)N=CC1=CC=NC=C1